OC[C@H]1[C@@H](CCCC1)C(=O)OC |r| methyl trans-rac-2-(hydroxymethyl)cyclohexane-1-carboxylate